(R)-5-(2-methoxy-1-(1H-pyrazol-1-yl)ethyl)-1-(1H-pyrazol-4-yl)-4,6,7,8-tetrahydro-3H-9-oxa-2-thia-4-azabenzo[cd]azulen-3-one COC[C@H](N1N=CC=C1)C=1NC(C=2SC(=C3OCCCC1C23)C=2C=NNC2)=O